COC=1NC=C(N1)CO 2-methoxy-4-hydroxymethyl-imidazole